(E)-N'-(3,5-dimethoxybenzylidene)-6-(4-ethoxyphenyl)-3-phenylpyrazine-2-carbohydrazide COC=1C=C(\C=N\NC(=O)C2=NC(=CN=C2C2=CC=CC=C2)C2=CC=C(C=C2)OCC)C=C(C1)OC